S(=O)(=O)(O[C@@H]1C2(CCC(C1)C2(C)C)C)[O-].[NH4+] ammonium (2S)-1,7,7-trimethylbicyclo[2.2.1]hept-2-yl sulfate